(P)-3-cyano-1-(2,2-difluoroethyl)-4-(3-hydroxy-2,6-dimethylphenyl)-1H-pyrrolo[2,3-b]pyridine-6-carboxamide C(#N)C1=CN(C2=NC(=CC(=C21)C2=C(C(=CC=C2C)O)C)C(=O)N)CC(F)F